(2-(1H-indol-5-yl)thiazol-4-yl)(3,4,5-trimethoxyphenyl)methanone N1C=CC2=CC(=CC=C12)C=1SC=C(N1)C(=O)C1=CC(=C(C(=C1)OC)OC)OC